FC=1C=C(C=C(C1)F)CN1C[C@@H](N(C[C@H]1C)C1=CC(N(C=2C=CC(=NC12)C#N)C)=O)C 8-[(2s,5r)-4-[(3,5-difluorophenyl)methyl]-2,5-dimethylpiperazin-1-yl]-5-methyl-6-oxo-5,6-dihydro-1,5-naphthyridine-2-carbonitrile